tert-butyl (R)-(cyclobutylmethyl)(1-(6-(3-(quinoxalin-2-ylcarbamoyl)oxetan-3-yl)pyridin-3-yl)piperidin-3-yl)carbamate C1(CCC1)CN(C(OC(C)(C)C)=O)[C@H]1CN(CCC1)C=1C=NC(=CC1)C1(COC1)C(NC1=NC2=CC=CC=C2N=C1)=O